3-(6-((2-(2-fluoro-5-((6-fluoro-4-methyl-1H-indol-5-yl)oxy)phenyl)-1H-imidazol-5-yl)methyl)pyridin-2-yl)propanoic acid FC1=C(C=C(C=C1)OC=1C(=C2C=CNC2=CC1F)C)C=1NC(=CN1)CC1=CC=CC(=N1)CCC(=O)O